CN1CC2(CCN(C2)C2=NC=CC(=N2)C[O])CC1 (2-(7-methyl-2,7-diazaspiro[4.4]non-2-yl)pyrimidin-4-yl)methyl-Oxygen